NN1C(N(N=C1N)CC1=NON=C1N)=N 4,5-diamino-2-((4-amino-1,2,5-oxadiazol-3-yl)methyl)-2,4-dihydro-3H-1,2,4-triazole-3-imine